N1CC(C1)OC=1C=CC(=C(C(=O)N[C@H](C)C2=CC(=CC=C2)C=2SC(=CC2)CN2C(CCC2)=O)C1)C (R)-5-(azetidin-3-yloxy)-2-methyl-N-(1-(3-(5-((2-oxopyrrolidin-1-yl)methyl)thiophen-2-yl)phenyl)ethyl)benzamide